C(C)(C)N(C(CC)=O)C(C)C N,N-diiso-propylpropanamide